N-(3-(4-fluorophenoxy)-5-(4-(methylcarbamoyl)phenoxy)phenyl)-4-tosylpiperazine-1-carboxamide FC1=CC=C(OC=2C=C(C=C(C2)OC2=CC=C(C=C2)C(NC)=O)NC(=O)N2CCN(CC2)S(=O)(=O)C2=CC=C(C)C=C2)C=C1